C(C1=CC=CC=C1)N1N=C(C(=C1N)N)C 1-benzyl-4,5-diamino-3-methyl-pyrazole